bromo(4-methyl-2-pyridinyl)magnesium Br[Mg]C1=NC=CC(=C1)C